2-Methyloxy-8-(4-methoxyphenyl)-1H-phenalen-1-one COC=1C(C=2C=C(C=C3C=CC=C(C1)C23)C2=CC=C(C=C2)OC)=O